tert-butyl (6S)-4-(4-methoxy-4-oxobutyl)-6-phenyl-4,7-diazaspiro[2.5]octane-7-carboxylate COC(CCCN1C2(CC2)CN([C@H](C1)C1=CC=CC=C1)C(=O)OC(C)(C)C)=O